F[C@@H]1[C@@H]([C@H]2CN[C@@H]1C2)N(C2=CC=C(N=N2)C2=C(C=C(C=C2)C2=CC(=NC=C2)OC([2H])([2H])[2H])O)C 2-(6-(((1R,4R,5R,6S)-6-fluoro-2-azabicyclo[2.2.1]heptan-5-yl)(methyl)amino)pyridazin-3-yl)-5-(2-(methoxy-d3)pyridin-4-yl)phenol